C(C)N(C(=O)C1=CC=C(C=C1)NC(C1=CN=CC=C1)=O)CC N-(4-(diethylcarbamoyl)phenyl)nicotinamide